[N+]1(=CC=C(C=C1)NC(=O)C1=CC=C(C=C1)CCl)Cl pyridinium-1,4-diyliminocarbonyl-1,4-phenylenemethylene chloride